3-[5-(difluoromethyl)-1,3,4-thiadiazol-2-yl]-6-fluoro-1-methyl-N-(1-methylcyclopropyl)-2-oxo-benzimidazole-5-sulfonamide FC(C1=NN=C(S1)N1C(N(C2=C1C=C(C(=C2)F)S(=O)(=O)NC2(CC2)C)C)=O)F